2,2-dihydroxy-1-(4-vinylphenyl)ethan-1-one OC(C(=O)C1=CC=C(C=C1)C=C)O